5-(8-((1S,2S)-2-(4-(2,4-difluorophenyl)pyridin-2-yl)cyclopropyl)imidazo[1,2-b]pyridazin-6-yl)pyrimidine-2,4(1H,3H)-dione FC1=C(C=CC(=C1)F)C1=CC(=NC=C1)[C@@H]1[C@H](C1)C=1C=2N(N=C(C1)C=1C(NC(NC1)=O)=O)C=CN2